N-(2-methoxyethyl)-N-(3-pyridylmethyl)-2-[2-(4-methylphenyl)-7-methyl-imidazo[1,2-a]pyridin-3-yl]-acetamide COCCN(C(CC1=C(N=C2N1C=CC(=C2)C)C2=CC=C(C=C2)C)=O)CC=2C=NC=CC2